CSC=1N=CC2=C(N1)N(C(C=C2C#C[Si](C(C)C)(C(C)C)C(C)C)=O)C2CCC(CC2)NC(OC(C)(C)C)=O tert-butyl ((1s,4s)-4-(2-(methylthio)-7-oxo-5-((triisopropylsilyl)ethynyl)pyrido[2,3-d]pyrimidin-8(7H)-yl)cyclohexyl)carbamate